2-(1-Benzyl-piperidin-4-yl)-3-oxo-2,3-dihydro-1H-isoindole-4-carboxylic acid C(C1=CC=CC=C1)N1CCC(CC1)N1CC=2C=CC=C(C2C1=O)C(=O)O